C(C)(=O)NC1=NC=CC(=C1)C1=C(N=C(N1COCC[Si](C)(C)C)SC)C=1C=C(C=CC1)NC(CCC1=CC=CC=C1)=O N-(3-(5-(2-acetamidopyridin-4-yl)-2-(methylthio)-1-((2-(trimethylsilyl)ethoxy)methyl)-1H-imidazol-4-yl)phenyl)-3-phenylpropanamide